BrC=1C(=NN(C1C)C)CO (4-bromo-1,5-dimethyl-1H-pyrazol-3-yl)methanol